tert-butyl ((4-iodobenzo[d]thiazol-2-yl)methyl)carbamate IC1=CC=CC2=C1N=C(S2)CNC(OC(C)(C)C)=O